FC1=C(C=CC=C1)CN1N=C(N=C1)C(=O)N[C@H]1C(N(C=2N(CC1)C(=NC2)C)C)=O 1-[(2-Fluorophenyl)methyl]-N-[(3R)-1,7-dimethyl-2-oxo-4,5-dihydro-3H-imidazo[1,5-a][1,3]diazepin-3-yl]-1,2,4-triazol-3-carboxamid